S1C=C(C=C1)OB(O)O thiophene-3-yl-boric acid